(R)-N-(4-(3-(quinazolin-2-ylamino)piperidine-1-carbonyl)phenyl)propionamide N1=C(N=CC2=CC=CC=C12)N[C@H]1CN(CCC1)C(=O)C1=CC=C(C=C1)NC(CC)=O